(4-(cyanomethoxy)butyl)carbamic acid tert-butyl ester C(C)(C)(C)OC(NCCCCOCC#N)=O